((1,1,3,3-tetraethoxydisiloxane-1,3-diyl)bis(propane-3,1-diyl))bis(1,1,1-trimethyl-N-phenylsilaneamine) C(C)O[Si](O[Si](OCC)(OCC)CCCN([Si](C)(C)C)C1=CC=CC=C1)(OCC)CCCN([Si](C)(C)C)C1=CC=CC=C1